CN1N=C(C(=C1C(F)(F)F)S(=O)(=O)N1C(CC(CC1)C=1C(=CC=2N(C1)N=CN2)C)C)C 6-(1-((1,3-dimethyl-5-(trifluoromethyl)-1H-pyrazol-4-yl)sulfonyl)-2-methylpiperidin-4-yl)-7-methyl-[1,2,4]triazolo[1,5-a]pyridine